ClC=1C(=C(C=C(C1)Br)[N+](=O)[O-])C 3-chloro-5-bromo-2-methylnitrobenzene